tert-butyl 2,5-dimethyl-2-phenyl-piperidine-1-carboxylate CC1(N(CC(CC1)C)C(=O)OC(C)(C)C)C1=CC=CC=C1